C(C)(=O)N1CCC(CC1)CCNC1=NC(=NC=C1C(=O)N)NC=1C=NN(C1)C 4-((2-(1-acetylpiperidin-4-yl)ethyl)amino)-2-((1-methyl-1H-pyrazol-4-yl)amino)pyrimidin-5-carboxamide